BrC=1C=C(OCC#N)C=CC1 2-(3-bromophenoxy)acetonitrile